C(C)(C)(C)OC(=O)N1[C@@H](CN(C[C@@H]1C)C=1C2=CN(N=C2C(=C(C1)F)C(=O)OC)CC)C methyl 4-[(3R,5S)-4-(tert-butoxycarbonyl)-3,5-dimethylpiperazin-1-yl]-2-ethyl-6-fluoroindazole-7-carboxylate